ClC1=C(OC=2C=CC(=C(C2)S(=O)(=O)NC2(CC2)CO)O)C(=CC(=C1)N1N=C(C(NC1=O)=O)C(F)F)Cl 5-(2,6-dichloro-4-(6-(difluoromethyl)-3,5-dioxo-4,5-dihydro-1,2,4-triazin-2(3H)-yl)phenoxy)-2-hydroxy-N-(1-(hydroxymethyl)cyclopropyl)benzenesulfonamide